1-({3,4-difluoro-2-[(2-fluoro-4-iodophenyl)amino]phenyl}carbonyl)-3-{1-[(1,1-dimethylethyl)amino]ethyl}azetidin-3-ol FC=1C(=C(C=CC1F)C(=O)N1CC(C1)(O)C(C)NC(C)(C)C)NC1=C(C=C(C=C1)I)F